methyl (1r,4R)-6'-(benzyloxy)-4-(3-chloroanilino)-2'-{(2R)-3-[(4-methoxyphenyl)methoxy]-2-methylpropyl}spiro[cyclohexane-1,1'-indene]-4-carboxylate C(C1=CC=CC=C1)OC1=CC=C2C=C(C3(C2=C1)CCC(CC3)(C(=O)OC)NC3=CC(=CC=C3)Cl)C[C@H](COCC3=CC=C(C=C3)OC)C